C1=C(C=CC2=CC=CC=C12)C=1C2=CC=CC=C2C(=C2C=CC=CC12)C1=CC=C(C=C1)C 9-(2-naphthalenyl)-10-(p-tolyl)anthracene